CN1C[C@@H]2N(C3=C(OC2)C=C(C=C3)N)CC1 (S)-3-methyl-1,2,3,4,4a,5-hexahydrobenzo[b]pyrazino[1,2-d][1,4]oxazin-8-amine